N-(5-chloro-4-(5,5-dimethyl-5,6-dihydro-4H-pyrrolo[1,2-b]pyrazol-3-yl)pyridin-2-yl)-2-(2-methoxypyridin-4-yl)propionamide ClC=1C(=CC(=NC1)NC(C(C)C1=CC(=NC=C1)OC)=O)C1=C2N(N=C1)CC(C2)(C)C